((3-(1-(4-((trifluoromethyl)sulfinyl)phenyl)cyclopropyl)-1,2,4-oxadiazol-5-yl)methyl)acrylic acid FC(S(=O)C1=CC=C(C=C1)C1(CC1)C1=NOC(=N1)CC(C(=O)O)=C)(F)F